3-((2,3-difluorobenzyl)oxy)-7,8-dihydro-1H,6H,9H-7,8a-methanopyrrolo[1',2':3,4]imidazo[1,2-c]pyrimidin-1-one FC1=C(COC=2C=C3N(C(N2)=O)CC24N3CC(C2)C4)C=CC=C1F